BrC1=CC=C(C=C1)[C@H]1[C@@H](CNCC1)CO [trans-4-(4-Bromophenyl)piperidin-3-yl]methanol